ClC1=C(CN2CCN(C3=CC=CC=C23)CCN2CCCC2)C=CC=C1 1-(4-(2-chlorobenzyl)-3,4-dihydroquinoxalin-1(2H)-yl)-2-(pyrrolidin-1-yl)ethane